FC1=C(C=CC(=C1F)F)C(C)=O 1-(2,3,4-trifluorophenyl)ethan-1-one